Tri(3-methyl-1-pentyl)citrat CC(CCC(C(C(C(=O)[O-])(CCC(CC)C)CCC(CC)C)(O)C(=O)[O-])C(=O)[O-])CC